1-pyrrolidinecarboxylic acid, 3,3-difluoro-2,4-dichloro-5-(2-propyn-1-yloxy)phenyl ester N1(CCCC1)C(=O)OC=1C(C(C(=C(C1)OCC#C)Cl)(F)F)Cl